5-[(4R,9aS)-4-methyl-8-(1,2,3,4-tetrahydroisoquinolin-5-ylmethyl)-3,4,6,7,9,9a-hexahydro-1H-pyrazino[1,2-a]pyrazin-2-yl]quinoline-8-carbonitrile C[C@@H]1CN(C[C@H]2N1CCN(C2)CC2=C1CCNCC1=CC=C2)C2=C1C=CC=NC1=C(C=C2)C#N